COC1=C(C=C(C=C1)C1(CC1)CO)[N+](=O)[O-] [1-(4-methoxy-3-nitrophenyl)cyclopropyl]methanol